FC=1C=C(C=CC1)[C@H](CNC(C[C@@H]1CN(CC1)C(=O)OC(C)(C)C)(C)C)O tert-Butyl (R)-3-(2-(((R)-2-(3-fluorophenyl)-2-hydroxyethyl)amino)-2-methylpropyl)pyrrolidine-1-carboxylate